4-Fluoro-N-methyl-2-[3-[(trans)-2-[5-(pyrrolidin-1-ylmethyl)-2-pyridinyl]vinyl]-1-tetrahydropyran-2-yl-indazol-6-yl]sulfanyl-benzamide pentasodium ethylenediaminetetraacetate C(CN(CC(=O)[O-])CC(=O)[O-])N(CC(=O)[O-])CC(=O)[O-].[Na+].[Na+].[Na+].[Na+].[Na+].FC1=CC(=C(C(=O)NC)C=C1)SC1=CC=C2C(=NN(C2=C1)C1OCCCC1)\C=C\C1=NC=C(C=C1)CN1CCCC1